C(C)(C)(C)OC(=O)N1[C@H](C[C@](C1)(O)CC=1C(=NC=CC1Cl)OC)C (2s,4r)-4-((4-chloro-2-methoxypyridin-3-yl)methyl)-4-hydroxy-2-methylpyrrolidine-1-carboxylic acid tert-butyl ester